(S)-5-oxo-N-((1-(2-oxo-2-((6-(trifluoromethoxy)benzo[d]thiazol-2-yl)amino)ethyl)cyclohexyl)methyl)pyrrolidine-2-carboxamide O=C1CC[C@H](N1)C(=O)NCC1(CCCCC1)CC(NC=1SC2=C(N1)C=CC(=C2)OC(F)(F)F)=O